C(CCC\C=C/CC)OC(CCC(=O)OCCCCCCCN(CCCCCCCOC(CCC(OCCCC\C=C/CC)OCCCC\C=C/CC)=O)CCCCO)OCCCC\C=C/CC ((4-hydroxybutyl)azanediyl)bis(heptane-7,1-diyl) bis(4,4-bis(((Z)-oct-5-en-1-yl)oxy)butanoate)